N1=C(N=CC=C1)CCCCCCCNC(CC)=O N-[7-(pyrimidin-2-yl)heptyl]propionamide